FC=1C=C(C2=C(N=C(O2)[C@H]2N(CCC3=C2N=CN3)C(=O)C=3C=NN2C3C=CC(=C2)N2CCC(CC2)O)C1)F (S)-(4-(5,7-difluorobenzo[d]oxazol-2-yl)-6,7-dihydro-1H-imidazo[4,5-c]pyridin-5(4H)-yl)(6-(4-hydroxypiperidin-1-yl)pyrazolo[1,5-a]pyridin-3-yl)methanone